C(=O)(OCC1C2=CC=CC=C2C2=CC=CC=C12)N[C@@H](CC1=CC(=CC(=C1)Cl)Cl)C(=O)O Fmoc-3,5-Dichloro-L-phenylalanine